C1(CC1)N1N=C(C=2C(=NC=CC21)N)I 1-CYCLOPROPYL-3-IODO-1H-PYRAZOLO[4,3-C]PYRIDIN-4-AMINE